BrC1=CC(=C(CC=2N(C3=C(N2)SC=C3)C[C@H]3OCCCC3)C=C1)F (S)-2-(4-bromo-2-fluorobenzyl)-1-(oxan-2-ylmethyl)-1H-thieno[2,3-d]imidazole